(S)-6-(1-amino-6-(methylthio)-1,3-dihydrospiro[indene-2,4'-piperidin]-1'-yl)-3-(1-phenylcyclopropyl)-1,5-dihydro-4H-pyrazolo[3,4-d]pyrimidin-4-one N[C@@H]1C2=CC(=CC=C2CC12CCN(CC2)C=2NC(C1=C(N2)NN=C1C1(CC1)C1=CC=CC=C1)=O)SC